2-chloro-N-(1-((2,4-diaminopyrimidin-5-yl)methyl)indolin-5-yl)-3,4-dimethoxybenzamide ClC1=C(C(=O)NC=2C=C3CCN(C3=CC2)CC=2C(=NC(=NC2)N)N)C=CC(=C1OC)OC